FC1=CC=C(C=N1)B(O)O (6-fluoropyridin-3-yl)-boronic acid